OCCN(C)CO[Si](OC)(OC)CCC N-(Hydroxyethyl)-N-methylamino-propyl-trimethoxysilane